Cl.Cl.C(CCC)N1C(=NC2=C1C=C(C(=C2)OC)OC)CCN 2-(1-butyl-5,6-dimethoxy-1H-benzo[d]imidazol-2-yl)ethan-1-amine dihydrochloride